N-[(4-cyclopropyl-3-fluorophenyl)(phenyl)methyl]-4-fluoro-1-[3-(5-oxo-4,5-dihydro-1H-1,2,4-triazol-3-yl)propanoyl]pyrrolidine-2-carboxamide C1(CC1)C1=C(C=C(C=C1)C(NC(=O)C1N(CC(C1)F)C(CCC1=NNC(N1)=O)=O)C1=CC=CC=C1)F